9-(4-vinylphenyl)-9H-carbazole C(=C)C1=CC=C(C=C1)N1C2=CC=CC=C2C=2C=CC=CC12